C(C)(=O)N[C@@H](CC(=O)O)C(=O)O |r| N-acetyl-DL-aspartic acid